ethyl 2-(3-methyl-6-(3-(trifluoromethyl)phenyl)-1H-pyrazolo[4,3-b]pyridin-1-yl)acetate CC1=NN(C=2C1=NC=C(C2)C2=CC(=CC=C2)C(F)(F)F)CC(=O)OCC